FC=1C=C2C=C(C(NC2=CC1)=O)C=1N=NN(C1)C1=CC=C(C=C1)C(=O)N1[C@@H](CCC1)COC 6-fluoro-3-{1-[4-((S)-2-methoxymethyl-pyrrolidine-1-carbonyl)-phenyl]-1H-[1,2,3]triazol-4-yl}-1H-quinolin-2-one